(R)-1-chloro-4-((1-(3-(difluoromethyl)-2-fluorophenyl)ethyl)amino)-6-(1-methylcyclopropyl)pyrido[3,4-d]pyridazin-7(6H)-one ClC=1C=2C(C(=NN1)N[C@H](C)C1=C(C(=CC=C1)C(F)F)F)=CN(C(C2)=O)C2(CC2)C